C[C@H]1CC[C@@H](NC1)C=1C=CC2=C(N=C(S2)C2CCN(CC2)CCC(F)(F)F)C1 5-((2R,5S)-5-methylpiperidin-2-yl)-2-(1-(3,3,3-trifluoropropyl)piperidin-4-yl)benzo[d]thiazole